2,5-dihydroxyphenyl-ethylphosphinate OC1=C(C=C(C=C1)O)P([O-])(=O)CC